5-(3,4-dimethoxyphenyl)-3-(trifluoromethyl)-1H-pyrazole-4-carbonitrile COC=1C=C(C=CC1OC)C1=C(C(=NN1)C(F)(F)F)C#N